tert-butyl(1-((2R,4R,5R)-4-((tert-butoxycarbonyl)oxy)-3,3-difluoro-5-(hydroxymethyl) tetrahydrofuran-2-yl)-2-oxo-1,2-dihydropyrimidin-4-yl)carbamate C(C)(C)(C)OC(NC1=NC(N(C=C1)[C@@H]1O[C@@H]([C@H](C1(F)F)OC(=O)OC(C)(C)C)CO)=O)=O